sodium (S)-3-(4-(3-methoxyphenoxy)phenyl)-3-(3-(1-methyl-4-oxido-2-oxo-1,2-dihydro pyridin-3-yl)ureido)propanoate COC=1C=C(OC2=CC=C(C=C2)[C@H](CC(=O)[O-])NC(=O)NC=2C(N(C=CC2[O-])C)=O)C=CC1.[Na+].[Na+]